3-fluoroazepine FC1=CNC=CC=C1